5-amino-2-((6-fluoro-2-methylpyridin-3-yl)oxy)-4-methylnicotinic acid methyl ester COC(C1=C(N=CC(=C1C)N)OC=1C(=NC(=CC1)F)C)=O